NC1=C(N=C(N1C1C(C1)C(F)(F)F)Br)C(=O)OCC ethyl 5-amino-2-bromo-1-[2-(trifluoromethyl)cyclopropyl]-1H-imidazole-4-carboxylate